(5R,9S)-3-(3,5-Difluorophenyl-2-methyl-4,5,6,7,8,9-hexahydro-2H-5,9-epiminocycloocta[c]pyrazole-10-carbonyl)-1-(2-fluoroethyl)quinolin-4(1H)-one FC=1C=C(C=C(C1)F)C1=C2C(=NN1C)[C@@H]1CCC[C@H](C2)N1C(=O)C1=CN(C2=CC=CC=C2C1=O)CCF